C(=O)=C1OCCCCN1CC=1C=C2CCCN(C2=NC1)C(=O)N 6-((2-carbonyl-1,3-oxazepan-3-yl)methyl)-3,4-dihydro-1,8-naphthyridine-1(2H)-carboxamide